(tert-butoxycarbonylamino)propionic acid C(C)(C)(C)OC(=O)NC(C(=O)O)C